FC1=C(C=CC=C1)C1=NC(=NC=2[C@]3([C@H](CCC12)[C@H](C(C(=C3)C#N)=O)C)C)C3=CC(=NC=C3)CCS(=O)(=O)C (6aR,7R,10aS)-4-(2-fluorophenyl)-7,10a-dimethyl-2-(2-(2-(methylsulfonyl)ethyl)pyridin-4-yl)-8-oxo-5,6,6a,7,8,10a-hexahydrobenzo[h]quinazoline-9-carbonitrile